FC1=C(OC2=NC=NC3=CC(=C(C=C23)NC(\C=C\C)=O)OC)C=CC(=C1)NC(=O)NCCC1=CC=C(C=C1)F (E)-N-(4-(2-fluoro-4-(3-(4-fluorophenylethyl)ureido)phenoxy)-7-methoxyquinazolin-6-yl)-2-butenamide